ClC=1C=C(C=2N(C1)C=C(N2)C=2OC(CN2)(C)C)C2=C(C=CC=C2)OCC(F)(F)F 2-(6-chloro-8-(2-(2,2,2-trifluoroethoxy)phenyl)imidazo[1,2-a]pyridin-2-yl)-5,5-dimethyl-4,5-dihydrooxazole